CC1=NOC(=C1C1=CC=C2C=3N([C@H](COC31)C3=NC=CC=C3)C(=N2)N2CC(C2)NC(C(C)C)=O)C N-{1-[(4S)-7-(3,5-dimethylisoxazol-4-yl)-4-pyridin-2-yl-4,5-dihydroimidazo[1,5,4-de][1,4]benzoxazin-2-yl]azetidin-3-yl}-2-methylpropanamide